2-chloro-N4-(4-(3,5-dimethyl-1H-pyrazol-1-yl)benzyl)pyrimidine-4,5-diamine ClC1=NC=C(C(=N1)NCC1=CC=C(C=C1)N1N=C(C=C1C)C)N